The molecule is a linear amino tetrasaccharide comprising two alpha-N-glycoloylneuraminyl residues, a beta-D-galactose residue and (at the reducing end) an N-acetyl-D-glucosamine residue, linked sequentially (2->8), (2->6) and (1->4). CC(=O)N[C@@H]1[C@H]([C@@H]([C@H](OC1O)CO)O[C@H]2[C@@H]([C@H]([C@H]([C@H](O2)CO[C@@]3(C[C@@H]([C@H]([C@@H](O3)[C@@H]([C@@H](CO)O[C@@]4(C[C@@H]([C@H]([C@@H](O4)[C@@H]([C@@H](CO)O)O)NC(=O)CO)O)C(=O)O)O)NC(=O)CO)O)C(=O)O)O)O)O)O